OC[C@@]1(CCCN2C(COC3=CC=CC=C3C3CCC(OC[C@@H]12)CC3)=S)[N+](=O)[O-] |o1:2,22| Rel-(1s,15S,16R,19s)-15-(hydroxymethyl)-15-nitro-8,18-dioxa-11-azatetracyclo[17.2.2.02,7.011,16]tricosa-2,4,6-triene-10-thione